C1CC12CCN(CC2)C2=C(C=CC(=C2)[N+](=O)[O-])/C(=C/C=2C=C1C=CC=NC1=C(C2)N2CCC(CC2)(F)F)/F 6-[(1Z)-2-(2-{6-azaspiro[2.5]octan-6-yl}-4-nitrophenyl)-2-fluoroethenyl]-8-(4,4-difluoropiperidin-1-yl)quinoline